3-(1,5-dimethyl-1H-1,2,3-triazol-4-yl)aniline CN1N=NC(=C1C)C=1C=C(N)C=CC1